C1(CC1)C1=NC=NC(=C1C1=NN(C2=C1CN(CC2)C2=CC=C(C=C2)C=2N(C=C(N2)C(F)(F)F)C)C)OC 3-(4-Cyclopropyl-6-methoxypyrimidin-5-yl)-1-methyl-5-(4-(1-methyl-4-(trifluoromethyl)-1H-imidazol-2-yl)phenyl)-4,5,6,7-tetrahydro-1H-pyrazolo[4,3-c]pyridine